O1CC(CC2=C1C=CC=C2)C(=O)O 3,4-dihydro-2H-1-benzopyran-3-carboxylic acid